C1(=CC=CC=C1)S(=O)(=O)N1C=CC2=C1N=CC=1NC(C3(NC12)CCOCC3)=O 7'-(phenylsulfonyl)-2,3,4',5,6,7'-hexahydrospiro[pyran-4,2'-pyrrolo[3',2':5,6]Pyrido[3,4-b]pyrazine]-3'(1'H)-one